ClC1=CC=C2C(=CNC2=C1)CC(=O)N1CC2C(C(C1)C(=O)O)CN(C2)C(C2=CC=C(C=C2)OC2CC2)=O 5-(2-(6-chloro-1H-indol-3-yl)acetyl)-2-(4-cyclopropoxybenzoyl)octahydro-1H-pyrrolo[3,4-c]Pyridine-7-carboxylic acid